FC([C@H](O)C1=CC=CC(=N1)NC(=O)C1=C(C(=O)O)C=C(C=C1)C(F)(F)F)(F)F 2-({6-[(1R)-2,2,2-trifluoro-1-hydroxyethyl]pyridin-2-yl}carbamoyl)-5-(trifluoromethyl)benzoic acid